[Cl-].[Cl-].ClC1=C2C=CC=C(C2=CC=C1)C(=[Zr+2](C1=CC(=CC=2C3=CC(=CC=C3CC12)C(C)(C)C)C(C)(C)C)C1C=CC=C1)C1=CC=CC2=C(C=CC=C12)Cl di-(5-chloronaphthyl)methylene(cyclopentadienyl)(3,6-di-tert-butylfluorenyl)zirconium dichloride